4-fluoro-1-(4-fluorobenzyl)-1H-pyrazole-3-carboxylic acid FC=1C(=NN(C1)CC1=CC=C(C=C1)F)C(=O)O